ClC1=C(OCC2=CC=C(O2)C(=O)N2CCN(CC2)CC2=NC3=C(N2C[C@H]2OCC2)C=C(C=C3)C(=O)O)C=CC=C1 2-[(4-{5-[(2-chlorophenoxy)methyl]furan-2-carbonyl}piperazin-1-yl)methyl]-1-{[(2S)-oxetan-2-yl]methyl}-1H-1,3-benzodiazole-6-carboxylic acid